BrC1=NC=CC=C1CC1=CC=C(C=C1)S(=O)(=O)N (2-bromopyridin-3-yl)-4-toluenesulfonamide